3-bromo-2-chloroaniline BrC=1C(=C(N)C=CC1)Cl